C(C)N1C(=NC2=C1C=C(C=C2)C#CC2=C1C=C(N=CC1=C(N=C2)NC)NC(=O)C2CC2)C N-(5-((1-ethyl-2-methyl-1H-benzo[d]imidazol-6-yl)ethynyl)-8-(methylamino)-2,7-naphthyridin-3-yl)cyclopropanecarboxamide